N=1N(N=CC1)C=1C=C(C=CC1)N1C[C@H](CC1)COC1=NC(=NC=C1C#N)C1CC1 (S)-4-((1-(3-(2H-1,2,3-triazol-2-yl)phenyl)pyrrolidin-3-yl)methoxy)-2-cyclopropylpyrimidine-5-carbonitrile